Cl.N1CCC(CC1)CN1C(CCCC1)=O 1-(piperidin-4-ylmethyl)piperidin-2-one hydrochloride